C12CN(CC(N1)C2)C=2OC1=C(N2)C=C(C=C1C=1SC=CN1)C(C(F)(F)F)OCCOC 2-(3,6-diazabicyclo[3.1.1]heptan-3-yl)-7-(thiazol-2-yl)-5-(2,2,2-trifluoro-1-(2-methoxyethoxy)ethyl)benzo[d]oxazole